FC=1C=CC(=C(C1)CC(=O)OC(C)(C)C)NC(C1=C(C(=C(C=C1)N1CCCCC1)NC(=O)C1=NN(C2=CC=CC=C12)CC(F)(F)F)C)=O tert-butyl 2-(5-fluoro-2-(2-methyl-4-(piperidin-1-yl)-3-(1-(2,2,2-trifluoroethyl)-1H-indazole-3-carboxamido)benzamido)phenyl)acetate